amyl-trithiol C(CCCC)C=1SSSC1